C(CCC=CC)(=O)N 4-hexenamide